Fmoc-L-tryptophan-methylester COC([C@@H](NC(=O)OCC1C2=CC=CC=C2C2=CC=CC=C12)CC1=CNC2=CC=CC=C12)=O